(±)-ethyl (1S,2R,SR)-2-((4-nitrobenzoyl)oxy)bicyclo[3.1.0]hexane-6-carboxylate [N+](=O)([O-])C1=CC=C(C(=O)O[C@H]2[C@@H]3[C@@H]([C@H]3CC2)C(=O)OCC)C=C1 |&1:12,13|